N-((8-methoxy-2-(6-methoxypyridin-3-yl)-2,3-dihydrobenzo[b][1,4]dioxin-6-yl)methyl)-4-nitropyridazin-3-amine COC1=CC(=CC2=C1OC(CO2)C=2C=NC(=CC2)OC)CNC=2N=NC=CC2[N+](=O)[O-]